dirhodium trisulphate S(=O)(=O)([O-])[O-].S(=O)(=O)([O-])[O-].S(=O)(=O)([O-])[O-].[Rh+3].[Rh+3]